N-[4-[4-(aminomethyl)-3-methyl-phenyl]-2-pyridyl]cyclopropanecarboxamide hydrochloride Cl.NCC1=C(C=C(C=C1)C1=CC(=NC=C1)NC(=O)C1CC1)C